tert-butyl (2R,5S)-4-(7-bromo-2-(((2R,7aS)-2-fluorotetrahydro-1H-pyrrolizin-7a(5H)-yl)methoxy)-6-(trifluoromethyl)quinazolin-4-yl)-2,5-dimethylpiperazine-1-carboxylate BrC1=C(C=C2C(=NC(=NC2=C1)OC[C@]12CCCN2C[C@@H](C1)F)N1C[C@H](N(C[C@@H]1C)C(=O)OC(C)(C)C)C)C(F)(F)F